FS(=O)(=O)/C=C/C1=CC(=C(OCCOCCOCCOCCOCC(=O)O)C=C1)C(F)(F)F (E)-14-(4-(2-(fluorosulfonyl)vinyl)-2-(trifluoromethyl)phenoxy)-3,6,9,12-tetraoxatetradecanoic acid